((4'-(4-(1-methoxy-2-methylpropane-2-yl)piperazine-1-yl)-[1,1'-biphenyl]-4-yl)sulfonyl)-1,2,3,6-tetrahydropyridine-4-formamide COCC(C)(C)N1CCN(CC1)C1=CC=C(C=C1)C1=CC=C(C=C1)S(=O)(=O)N1CCC(=CC1)C(=O)N